(R)-N-(2,2,2-trifluoro-1-(4-fluorophenyl)ethyl)-[1,2,4]triazolo[1,5-a]pyridine-7-sulfonamide FC([C@@H](C1=CC=C(C=C1)F)NS(=O)(=O)C1=CC=2N(C=C1)N=CN2)(F)F